N1(N=CN=C1)C(=O)N1C(CCCC1)C(C)N1N=C(C=2C1=NC=NC2N)C2=CC=C(CNC(C1=C(C=CC(=C1)F)OC)=O)C=C2 N-(4-(1-(1-(1-(1H-1,2,4-triazole-1-carbonyl)piperidin-2-yl)ethyl)-4-amino-1H-pyrazolo[3,4-d]pyrimidin-3-yl)benzyl)-5-fluoro-2-methoxybenzamide